BrCC(/C=C/C=1C=CC=CC1)Cl (E)-5-(4-bromo-3-chlorobut-1-en-1-yl)benzol